COC1=C(C=CC=C1)C=1C=C2C=C(C(OC2=C(C1)[N+](=O)[O-])=O)C1=NN=NN1 6-(2-methoxyphenyl)-8-nitro-3-(1H-tetrazol-5-yl)-2H-chromen-2-one